N'-(2,2,6,6-tetramethylpiperidyl)-hexamethylendiamine CC1(N(C(CCC1)(C)C)NCCCCCCN)C